7-amino-2,3-dihydro-1-indenone NC=1C=CC=C2CCC(C12)=O